FC(C(=O)O)(F)F.FC(C(=O)O)(F)F.C1N(CC12CNC2)C2=CC=C(C=C2)C2=CC(=C1CN(C(C1=C2)=O)C(C(=O)NC2=NC=CC=C2)C2=C1N(C=N2)CCC1)F 2-[6-[4-(2,6-Diazaspiro[3.3]heptan-2-yl)phenyl]-4-fluoro-1-oxo-isoindolin-2-yl]-2-(6,7-dihydro-5H-pyrrolo[1,2-c]imidazol-1-yl)-N-(2-pyridyl)acetamide bis-trifluoroacetic acid salt